CC1=NN(C=C1)C1COC1 3-methyl-1-(oxetan-3-yl)pyrazol